FC(C(=O)N=C[C@H](O)[C@@H](O)[C@H](O)[C@H](O)CO)(F)F glucose trifluoroacetyl imine